OC1=C(C=C(C=2C(C3=C(C=CC(=C3C(C12)=O)N)O)=O)N)Cl 1,5-dihydroxyl-4,8-diamino-2-chloroanthraquinone